BrC=1C(N(C(=CC1OCC1=NC=CC=C1F)C)C1=CC(=NC=C1C)C1=NC(=NC=C1)C(C)(C)O)=O (P)-3-bromo-4-((3-fluoropyridin-2-yl)methoxy)-2'-(2-(2-hydroxypropan-2-yl)pyrimidin-4-yl)-5',6-dimethyl-2H-[1,4'-bipyridin]-2-one